C1(CC1)CN1CCN(C2=C(C1)C=C(C=C2)C2=CC(=CC(=N2)C#N)[C@@H](CO)O)C2=CC=C(C=C2)C(F)(F)F (S)-6-(4-(cyclopropylmethyl)-1-(4-(trifluoromethyl)phenyl)-2,3,4,5-tetrahydro-1H-benzo[e][1,4]diazepin-7-yl)-4-(1,2-dihydroxyethyl)-picolinonitrile